3-(5-bromo-6-fluoro-3-methyl-2-oxo-2,3-dihydro-1H-benzo[d]imidazol-1-yl)piperidine-2,6-dione BrC1=CC2=C(N(C(N2C)=O)C2C(NC(CC2)=O)=O)C=C1F